FC1=CC=C(OC2=CC=C(CC=3N=C(OC3C)C3=CC=C(C=C3)[N+](=O)[O-])C=C2)C=C1 4-(4-(4-fluorophenoxy)benzyl)-5-methyl-2-(4-nitrophenyl)oxazole